CN1CCN(CC1)C=1C=CC(=NC1)NC=1C=CC(=C2CNC(C12)=O)C1=NC=CC=C1 7-[[5-(4-methylpiperazin-1-yl)-2-pyridyl]amino]-4-(2-pyridyl)isoindolin-1-one